2-nitro-3-(spiro[fluorene-9,9'-thioxanthen]-2'-yl)pyridine [N+](=O)([O-])C1=NC=CC=C1C1=CC=2C3(C4=CC=CC=C4SC2C=C1)C1=CC=CC=C1C=1C=CC=CC13